(E)-2-morpholinoethyl 2-((2-(4-(2-chlorophenyl)thiazol-2-yl)methylhydrazono) Methyl)benzoate ClC1=C(C=CC=C1)C=1N=C(SC1)CN\N=C\C1=C(C(=O)OCCN2CCOCC2)C=CC=C1